1-methyl-7-(4-methylpiperazin-1-yl)-1,4-dihydroquinolin-4-one CN1C=CC(C2=CC=C(C=C12)N1CCN(CC1)C)=O